1-((4R,5R,8R)-8-hydroxy-7-methylene-6-oxa-1-thiaspiro[3.4]octan-5-yl)pyrimidine-2,4(1H,3H)-dione O[C@@H]1C(O[C@H]([C@@]12CCS2)N2C(NC(C=C2)=O)=O)=C